N-(4-chloro-3-fluorophenyl)-4-iodo-1-methyl-1H-imidazole-5-carboxamide ClC1=C(C=C(C=C1)NC(=O)C1=C(N=CN1C)I)F